(1-(((tert-butyldimethylsilyloxy)methyl)cyclopropyl)methyl)-6-chloro-5-nitro-2H-indazole [Si](C)(C)(C(C)(C)C)OCC1(CC1)CN1N=C2C=C(C(=CC2=C1)[N+](=O)[O-])Cl